C12CC(CC2C1)NC1=NC(=NC=C1CO)SC (4-(bicyclo[3.1.0]hexan-3-ylamino)-2-(methylthio)pyrimidin-5-yl)methanol